N-Methyl-N-(3-(pyrimidin-5-yl)phenyl)-[1,2,4]triazolo[4,3-a]quinazolin-5-amine CN(C1=NC=2N(C3=CC=CC=C13)C=NN2)C2=CC(=CC=C2)C=2C=NC=NC2